3-(1,1,1,5,5,5-hexamethyl-3-((trimethylsilyl)oxy)trisiloxan-3-yl)propyl methacrylate C(C(=C)C)(=O)OCCC[Si](O[Si](C)(C)C)(O[Si](C)(C)C)O[Si](C)(C)C